Methyl 1-(3-iodophenyl)-4-oxopiperidine-3-carboxylate IC=1C=C(C=CC1)N1CC(C(CC1)=O)C(=O)OC